BrC=1C=NN2C1N=C(C=C2)N2CCN(C1CC21)C(=O)OC(C)(C)C tert-butyl 5-(3-bromopyrazolo[1,5-a]pyrimidin-5-yl)-2,5-diazabicyclo[4.1.0]heptane-2-carboxylate